3-(4-(((3S,4R)-3-hydroxy-4-((5-(trifluoromethyl)pyridin-2-yl)amino)piperidin-1-yl)sulfonyl)phenyl)pyrido[2,3-d]pyridazin-5(6H)-one O[C@H]1CN(CC[C@H]1NC1=NC=C(C=C1)C(F)(F)F)S(=O)(=O)C1=CC=C(C=C1)C1=CC2=C(C=NNC2=O)N=C1